CC1([C@H](CC2=CC=CC=C12)NC1=CC=C(C=N1)[C@@H](C(F)(F)F)N(C(=O)[C@@H]1CNC(CC1)=O)C)C (S)-N-((S)-1-(6-(((S)-1,1-dimethyl-2,3-dihydro-1H-inden-2-yl)amino)pyridin-3-yl)-2,2,2-trifluoroethyl)-N-methyl-6-oxopiperidine-3-carboxamide